CN1N=C(N=N1)C1=CC(=CN1)C1=NC(=NC=C1C(F)(F)F)NC1CNCCC1 4-[5-(2-methyl-2H-1,2,3,4-tetrazol-5-yl)-1H-pyrrol-3-yl]-N-(piperidin-3-yl)-5-(trifluoromethyl)pyrimidin-2-amine